4-(hydroxyimino)-N-(3-methoxy-4-methylphenyl)cyclohexanecarboxamide ON=C1CCC(CC1)C(=O)NC1=CC(=C(C=C1)C)OC